COC1=CC=C(C=C1)C(=O)C(O)C1=CC=C(C=C1)OC 4,4'-dimethoxybenzoin